C(C)C=1C(NC2=CC(=CN=C2C1)CN1[C@@H]2CC[C@@H]2N(CC1)C=1C=C2C(=NC1)C(=NO2)NC)=O 3-ethyl-7-(((1R,6S)-5-(3-(methylamino)isoxazolo[4,5-b]pyridin-6-yl)-2,5-diazabicyclo[4.2.0]octan-2-yl)methyl)-1,5-naphthyridin-2(1H)-one